NC1=C2N=CN(C2=NC(=N1)F)[C@H]1C[C@@H]([C@@](O1)(C#C)CO[P@](=O)(OC1=CC=CC=C1)N[C@H](C(=O)OCCCCCCCCCCCCCCCCCCCCC)CC1=CC(=CC(=C1)F)F)O Henicosyl (S)-2-(((S)-(((2R,3S,5R)-5-(6-amino-2-fluoro-9H-purin-9-yl)-2-ethynyl-3-hydroxytetrahydrofuran-2-yl) methoxy)(phenoxy)phosphoryl)amino)-3-(3,5-difluorophenyl)propanoate